CC1=CC(=C(C=C1C)C1=CC=C(O1)C=C1C(=NN(C1=O)C1=CC=C(C(=O)O)C=C1)C)[N+](=O)[O-] 4-[4-[[5-(4,5-dimethyl-2-nitrophenyl)-2-furyl]methylene]-4,5-dihydro-3-methyl-5-oxo-1H-pyrazol-1-yl]benzoic acid